(6Z)-8-(trans-4-aminocyclohexoxy)-6-methoxyimino-5,5-dimethyl-benzo[h]quinazolin-4-amine N[C@@H]1CC[C@H](CC1)OC=1C=CC2=C(\C(\C(C=3C(=NC=NC23)N)(C)C)=N/OC)C1